O[C@@]1([C@]2(C)[C@@H](CC1)[C@@H]1CCC3=CC(CCC3=C1[C@H](C2)C2=CC1=C(C=C2)OCO1)=NNC(N)=S)C#CC 2-{(11β,17β)-17-hydroxy-11-[3,4-(methylenedioxy)phenyl]-17-(1-propyn-1-yl)estra-4,9-dien-3-ylidene}hydrazinecarbothioamide